CC(CC(N)N)C(CCCC)C 3,4-dimethyloctanediamine